C(C)(=O)C=1C(=C(NC1C)C(=O)O)CCC 4-ACETYL-5-METHYL-3-PROPYL-1H-PYRROLE-2-CARBOXYLIC ACID